ClC(Cl)(Cl)C1=NC=NC=N1 Trichloromethyl-1,3,5-triazine